C(CCCCC)OCOCCCC(CC(CC(C)Br)C)C 8-bromo-4,6-dimethylnonyl hexyloxymethyl ether